FC(C(C)(C)O)(OC1=CC=C(C2=C1N=C(O2)N2CC1N(C(C2)C1)C(=O)OC(C)(C)C)C=1SC=C(N1)C)F tert-Butyl 3-(4-(1,1-difluoro-2-hydroxy-2-methylpropoxy)-7-(4-methylthiazol-2-yl)benzo[d]oxazol-2-yl)-3,6-diazabicyclo[3.1.1]heptane-6-carboxylate